C(=O)[O-].C1(CCCC1)C(OC(C(=O)OC1CC2CCC(C1)[N+]21CCCC1)(C1=CC=CC=C1)C1=CC=CC=C1)OC(CC(C)C)=O 3-(2-(Cyclopentyl((3-methylbutanoyl)oxy)methoxy)-2,2-diphenylacetoxy)spiro[bicyclo[3.2.1]octane-8,1'-pyrrolidin]-8-ium formate